ClC1=CC=C(C=N1)CN1C(NC2=C(C1=O)C=C(S2)S(=O)(=O)NC2(CC2)C)=O 3-((6-chloropyridin-3-yl)methyl)-N-(1-methylcyclopropyl)-2,4-dioxo-1,2,3,4-Tetrahydrothieno[2,3-d]pyrimidin-6-sulfonamide